C(#N)C1=CC(=C(C=C1)NC(C(C)(C)N1N=C(C(=C1)CCC1CN(C1)C=1C=C2C(N(C(C2=CC1)=O)C1C(NC(CC1)=O)=O)=O)C)=O)C1CC1 N-(4-cyano-2-cyclopropylphenyl)-2-(4-((1-(2-(2,6-dioxopiperidin-3-yl)-1,3-dioxoisoindolin-5-yl)azetidin-3-yl)ethyl)-3-methyl-1H-pyrazol-1-yl)-2-methylpropanamide